Cl.C(CCC)S(=O)(=O)N1CC(C(CC1)(O)C1=CC(=CC=C1)OC)CN(C)C 1-(Butylsulfonyl)-3-((dimethylamino)methyl)-4-(3-methoxyphenyl)piperidin-4-ol hydrochloride